FC(C1(CC1)C1=NC(=NO1)C(=O)N)(F)F 5-(1-(trifluoromethyl)cyclopropyl)-1,2,4-oxadiazole-3-carboxamide